4-[5-[5-[(1R)-1-(3,5-dichloro-4-pyridyl)ethoxy]-1H-indazol-3-yl]-2-pyridyl]piperidine-1-carboxamide ClC=1C=NC=C(C1[C@@H](C)OC=1C=C2C(=NNC2=CC1)C=1C=CC(=NC1)C1CCN(CC1)C(=O)N)Cl